N-{8-fluoro-2-methylimidazo[1,2-a]pyridin-6-yl}-2-(oxan-4-yl)-4-(piperazin-1-yl)indazole-7-carboxamide trifluoroacetic acid salt FC(C(=O)O)(F)F.FC=1C=2N(C=C(C1)NC(=O)C1=CC=C(C3=CN(N=C13)C1CCOCC1)N1CCNCC1)C=C(N2)C